6-((1H-indazol-4-yl)methyl)-2-((6-aminopyridin-2-yl)methyl)-4-methyl-4,6-dihydro-5H-oxazolo[5',4':4,5]pyrrolo[2,3-d]pyridazin-5-one N1N=CC2=C(C=CC=C12)CN1N=CC2=C(C1=O)N(C1=C2OC(=N1)CC1=NC(=CC=C1)N)C